5-(2-bromoethyl)-3,3-diethyl-pyrrolidin-2-one BrCCC1CC(C(N1)=O)(CC)CC